C1(CC1)C1=C(C(=NO1)C1=C(C=NC=C1Cl)Cl)C1=CC2(C1)CCN(CC2)C=2SC1=C(N2)C(=CC=C1)C 2-(2-(5-Cyclopropyl-3-(3,5-dichloropyridin-4-yl)isoxazol-4-yl)-7-azaspiro[3.5]non-1-en-7-yl)-4-methylbenzo[d]thiazol